N6-cyclohexyldeoxyadenosine C1(CCCCC1)NC=1C=2N=CN([C@H]3C[C@H](O)[C@@H](CO)O3)C2N=CN1